C(C=1C(C(=O)OCCC(C)C)=CC=CC1)(=O)OCCC(C)C Diisoamyl phthalate